C(=O)O.FC1=CC=C(C=C1)C1=NC=2C(=NC(=CC2)N2C[C@H](NCC2)C)N1C1=CC(=NC=C1)C (3R)-1-[2-(4-fluorophenyl)-3-(2-methylpyridin-4-yl)-3H-imidazo[4,5-b]pyridin-5-yl]-3-methylpiperazine formic acid salt